3-[2-(1-Cyclopropyl-6,7-difluoro-1,3-benzodiazol-5-yl)ethynyl]-1-[(3S,5S)-5-methyl-1-(prop-2-enoyl)pyrrolidin-3-yl]-5-(methylamino)pyrazole-4-carboxamide C1(CC1)N1C=NC2=C1C(=C(C(=C2)C#CC2=NN(C(=C2C(=O)N)NC)[C@@H]2CN([C@H](C2)C)C(C=C)=O)F)F